(1R,4R)-5-(1,2-dimethyl-5-nitro-1H-benzo[d]imidazol-4-yl)-2,5-diazabicyclo[2.2.1]heptane-2-carboxylic acid tert-butyl ester C(C)(C)(C)OC(=O)N1[C@H]2CN([C@@H](C1)C2)C2=C(C=CC=1N(C(=NC12)C)C)[N+](=O)[O-]